(8-ethyl-3-(3-methyl-1,2,4-thiadiazol-5-yl)-5,6-dihydro-[1,2,4]triazolo[4,3-a]pyrazin-7(8H)-yl)(4-fluorophenyl)methanone C(C)C1C=2N(CCN1C(=O)C1=CC=C(C=C1)F)C(=NN2)C2=NC(=NS2)C